ClC=1C=C(C=CC1OC(C)C)B(O)O 3-CHLORO-4-ISOPROPOXYPHENYLBORONIC ACID